N-(3-(2-hydroxypropan-2-yl)isoxazol-5-yl)-2-(4-(trifluoromethyl)phenyl)pyrazolidine-1-carboxamide OC(C)(C)C1=NOC(=C1)NC(=O)N1N(CCC1)C1=CC=C(C=C1)C(F)(F)F